F[C@]1(CN(CC[C@H]1O)C1=NC=CC(=N1)NC=1N=CC2=C(C(=CC(=C2C1)C(C)C)C)N1CC(C1)CS(=O)(=O)C)C (3S,4R)-3-fluoro-1-[4-({8-[3-(methanesulfonylmeth-yl)azetidin-1-yl]-7-methyl-5-(propan-2-yl)isoquinolin-3-yl}amino)pyrimidin-2-yl]-3-methylpiperidin-4-ol